BrC=1C=C2C=CC(=NC2=CC1)C=1C=CC(=NC1)OCCO 2-[(5-(6-bromoquinolin-2-yl)pyridin-2-yl)oxy]ethan-1-ol